CC=1C=2C(C=NC1C1=C3C=C(N=CC3=CC=N1)NC1=CC=C(C=C1)S(=O)(=O)C)=NN(C2)COCC[Si](C)(C)C 5-(4-methyl-2-((2-(trimethylsilyl)ethoxy)methyl)-2H-pyrazolo[3,4-c]pyridin-5-yl)-N-(4-(methylsulfonyl)phenyl)-2,6-naphthyridin-3-amine